(R)-2-chloro-4-(3-methylmorpholino)thieno[3,2-d]pyrimidine ClC=1N=C(C2=C(N1)C=CS2)N2[C@@H](COCC2)C